racemic-5-methyltetrahydrofolic acid CN1C=2C(NC(=NC2NC[C@H]1CNC1=CC=C(C(N[C@@H](CCC(=O)O)C(=O)O)=O)C=C1)N)=O |&1:10|